C(CCC)C1=C2C(=CC(=C1)O2)CCCC (2,6-di-n-butyl-1,4-phenylene) ether